1,3,4,5,6,7-hexamethyl-4,5,6,7-tetrahydroindenyl-titanium trichloride [Cl-].[Cl-].[Cl-].CC1C(=C(C=2C(C(C(C(C12)C)C)C)C)C)[Ti+3]